C(C1=CC=CC=C1)N(CC1=CC=CC=C1)C[C@H]1C([C@H](C1)NC(C)=O)(C)C N-{(1S,3R)-3-[(dibenzylamino)methyl]-2,2-dimethylcyclobutyl}acetamide